2-[2-(2-hydroxyethoxy)ethoxycarbonyl]benzoic acid OCCOCCOC(=O)C1=C(C(=O)O)C=CC=C1